(S)-5-(tert-butyl)-N-(8-(2-((1-methyl-1H-pyrazol-4-yl)amino)pyrimidin-4-yl)-2-(oxetan-3-yl)-2,3,4,5-tetrahydro-1H-benzo[c]azepin-5-yl)-1,2,4-oxadiazole-3-carboxamide C(C)(C)(C)C1=NC(=NO1)C(=O)N[C@@H]1C2=C(CN(CC1)C1COC1)C=C(C=C2)C2=NC(=NC=C2)NC=2C=NN(C2)C